O=S1(N(CCCC1)C1CN(C1)C=1C=CC(=C2C=C(N=CC12)NC1=NC(=NC=C1)N1C[C@@H]([C@@H](CC1)OC)F)[C@@H]1N(CCC1)C(C=C)=O)=O 1-((R)-2-(8-(3-(1,1-dioxido-1,2-thiazinan-2-yl)azetidin-1-yl)-3-((2-((3S,4R)-3-fluoro-4-methoxypiperidin-1-yl)pyrimidin-4-yl)amino)isoquinolin-5-yl)pyrrolidin-1-yl)prop-2-en-1-one